S1C(=CC=2C1=NC=CC2)C=O thieno[2,3-b]pyridine-2-carbaldehyde